CN(CCCNCC=1C=C(C=CC1)C1=CC=C(C=C1)C=1C=C(C2=C(NC(=N2)C)C1)C(=O)O)C 6-(3'-(((3-(dimethylamino)propyl)amino)methyl)-[1,1'-biphenyl]-4-yl)-2-methyl-1H-benzo[d]imidazole-4-carboxylic acid